OC1=C(C=NC=2N(CN(CC21)C)C(C)C)CC2=C(C=CC=C2)C(F)(F)F 5-hydroxy-1-isopropyl-3-methyl-6-(2-(trifluoromethyl)benzyl)pyrido[2,3-d]Pyrimidine